6-methyl-4-(1-(pentan-2-yl)-1H-indol-6-yl)-1,6-dihydro-7H-pyrrolo[2,3-c]pyridin-7-one CN1C(C2=C(C(=C1)C1=CC=C3C=CN(C3=C1)C(C)CCC)C=CN2)=O